CN1C[C@@H](CCC1)NC1=NN=C(C2=CC=CC=C12)C1=C(C=C(C=C1)C1=CC=CC=C1)O 4-(4-{[(3R)-1-methylpiperidin-3-yl]amino}phthalazin-1-yl)[1,1'-biphenyl]-3-ol